BrC=1C=C(C(=O)O)C=C(C1)OCC(C)(C)OC 3-bromo-5-(2-methoxy-2-methylpropoxy)benzoic acid